methyl (S)-3-cyclopropyl-2-(3-phenylpropanamido)propanoate C1(CC1)C[C@@H](C(=O)OC)NC(CCC1=CC=CC=C1)=O